ClC=1C=CC(=NC1)NC=1SC=C(N1)C1=C(C(=NC=C1)N)C 4-{2-[(5-chloropyridin-2-yl)amino]-1,3-thiazol-4-yl}-3-methylpyridin-2-amine